1-(4-chlorophenyl)-N-(1-cyano-6-methylazepan-3-yl)cyclopropane-1-carboxamide ClC1=CC=C(C=C1)C1(CC1)C(=O)NC1CN(CC(CC1)C)C#N